3-[3-(trimethoxysilyl)propoxy]aniline CO[Si](CCCOC=1C=C(N)C=CC1)(OC)OC